CC1=C(C=2N(C=C1C=1NC3=CC=C(C=C3C1C(C)C)C1CCN(CC1)C(=O)NCCN1CCN(CC1)C)N=CN2)C 4-(2-(7,8-dimethyl-[1,2,4]triazolo[1,5-a]pyridin-6-yl)-3-isopropyl-1H-indol-5-yl)-N-(2-(4-methylpiperazin-1-yl)ethyl)piperidine-1-carboxamide